(S)-5-(8-Ethyl-2-(piperidin-4-yloxy)-7,8-dihydro-1,6-naphthyridin-6(5H)-yl)-[1,2,4]triazolo[1,5-a]pyridine-8-carbonitrile C(C)[C@H]1CN(CC=2C=CC(=NC12)OC1CCNCC1)C1=CC=C(C=2N1N=CN2)C#N